C(C)(C)(C)N1N=C(C(=C1C)O)C1=C(C(=CC(=C1)F)F)F 1-(tert-Butyl)-3-(2,3,5-trifluorophenyl)-5-methyl-pyrazol-4-ol